ClC=1C=C(N)C=C(C1OC1=CC2=C(N=N1)N(C=C2C(C)C)COCC[Si](C)(C)C)Cl 3,5-dichloro-4-[(5-isopropyl-7-[[2-(trimethylsilyl)-ethoxy]methyl]-pyrrolo[2,3-c]pyridazin-3-yl)oxy]aniline